3-[[4-[2-Aminoethyl(isobutyl)amino]-6-(2,6-dimethylphenyl)pyrimidin-2-yl]sulfamoyl]benzoic acid NCCN(C1=NC(=NC(=C1)C1=C(C=CC=C1C)C)NS(=O)(=O)C=1C=C(C(=O)O)C=CC1)CC(C)C